ethyl 6-[[[3-ethylsulfonyl-6-(trifluoromethyl)imidazo[1,2-a]pyridin-2-yl]amino]methyl]-2,2-difluoro-1,3-benzodioxole-5-carboxylate C(C)S(=O)(=O)C1=C(N=C2N1C=C(C=C2)C(F)(F)F)NCC=2C(=CC1=C(OC(O1)(F)F)C2)C(=O)OCC